O1COC2=C1C=CC(=C2)S(=O)(=O)N(CC(=O)OCC)C2C(N(CCC2)C2=C(C=C(C=C2)C2=C(C=CC=C2)OC)F)=O Ethyl N-(benzo[d][1,3]dioxol-5-ylsulfonyl)-N-(1-(3-fluoro-2'-methoxy-[1,1-biphenyl]-4-yl)-2-oxopiperidin-3-yl)glycinate